(oxetan-3-yl)-8-azabicyclo[3.2.1]octan-3-amine O1CC(C1)C12CC(CC(CC1)N2)N